2-Ethyl 3-methyl-2-(3-(4-(2-oxoethyl)piperidin-1-yl)isoxazol-5-yl)butanoate CC(C(C(=O)OCC)C1=CC(=NO1)N1CCC(CC1)CC=O)C